C(C(O)CO)C(C(=O)OC(COC(CCCCCCCCCCCCCCCCC)=O)CO)CCCCCCCCCCCCCCCC glycerol stearate GLYCERYL-STEARATE